N-(3-((2-((2-methyl-4-(4-methylpiperazin-1-yl)phenyl)amino)-5-(trifluoromethyl)pyrimidin-4-yl)amino)propyl)pivalamide CC1=C(C=CC(=C1)N1CCN(CC1)C)NC1=NC=C(C(=N1)NCCCNC(C(C)(C)C)=O)C(F)(F)F